(4-(1-(3-(4-(1-methoxy-2-(4-methoxyphenyl)-1-oxopropan-2-yl)thiazol-2-yl)ureido)ethyl)phenyl)piperazine-1-carboxylic acid tert-butyl ester C(C)(C)(C)OC(=O)N1C(CNCC1)C1=CC=C(C=C1)C(C)NC(=O)NC=1SC=C(N1)C(C(=O)OC)(C)C1=CC=C(C=C1)OC